COC(=O)C1=C(C(=NN1C)C1=CC=C(C=C1)F)N 4-amino-3-(4-fluorophenyl)-1-methyl-1H-pyrazole-5-carboxylic acid methyl ester